magnesium hydroxide manganese (II) chloride [Cl-].[Mn+2].[OH-].[Mg]